C(#N)CCNP(=O)(N(C(C)C)C(C)C)NCCC#N bis(2-cyanoethyl)-N,N-diisopropylphosphoramide